3-(4-methyl-cyclohex-3-en-1-yl)butanal CC1=CCC(CC1)C(CC=O)C